OC(C(=O)O)C12CC(C1)(C2)N2C(N1[C@@H](CNCC1)C2)=O 2-hydroxy-2-(3-((S)-3-oxohexahydroimidazo[1,5-a]pyrazin-2(3H)-yl)bicyclo[1.1.1]Pentan-1-yl)acetic acid